C1=NC=CC2=CC=C(C=C12)CNC=1C=CC=C2CC[C@H](OC12)C(=O)O (2S)-8-(7-isoquinolylmethylamino)chromane-2-carboxylic acid